FC=1C(=C(C(=NC1)N[C@H](CO)C)C)N1C(C2=C(C=C1)N(N=C2)CC2=C(C=CC=C2)F)=O 5-(5-Fluoro-2-(((S)-1-hydroxypropan-2-yl)amino)-3-methylpyridin-4-yl)-1-(2-fluorobenzyl)-1,5-dihydro-4H-pyrazolo[4,3-c]pyridin-4-one